FC(C=1C=C(N=NC1)OC[C@@H]1CC[C@@]2(CCCN12)COC(C1=CC=CC=C1)(C1=CC=CC=C1)C1=CC=CC=C1)(F)F (3S,7aS)-3-(((5-(trifluoromethyl)pyridazin-3-yl)oxy)methyl)-7a-((trityloxy)methyl)hexahydro-1H-pyrrolizine